OC[C@@H]1N(CCC1)C(=O)C1=CC=C2C(=CC(=NC2=C1)C1=CC=C(C=C1)C(F)(F)F)OC (R)-(2-(hydroxymethyl)pyrrolidin-1-yl)(4-methoxy-2-(4-(trifluoromethyl)phenyl)quinolin-7-yl)methanone